N-[(1S)-1-(dicyclohexylmethyl)-2-[[5-(3,5-dimethyl-1H-pyrazol-4-yl)-4,6-difluoro-2-pyridinyl]amino]-2-oxo-ethyl]-3-isopropyl-triazole-4-carboxamide C1(CCCCC1)C([C@@H](C(=O)NC1=NC(=C(C(=C1)F)C=1C(=NNC1C)C)F)NC(=O)C=1N(N=NC1)C(C)C)C1CCCCC1